C(O)C1=C(C(=C(C(=C1C1=CC=C(C=C1)O)CO)CO)O)CO tetramethylol-4,4'-dihydroxybiphenyl